1-(6-(1-(4-(4-(5-amino-2,3,4,5-tetrahydrobenzo[b]oxepin-8-yl)pyrrolo[2,1-f][1,2,4]triazin-6-yl)butyl)piperidin-4-yl)-1-methyl-1H-indazol-3-yl)dihydropyrimidine-2,4(1H,3H)-dione NC1C2=C(OCCC1)C=C(C=C2)C2=NC=NN1C2=CC(=C1)CCCCN1CCC(CC1)C1=CC=C2C(=NN(C2=C1)C)N1C(NC(CC1)=O)=O